O=C(C(=O)OC)CN1C2=C(OC(C1=O)(F)F)C=C(C(=C2)C2=C(C(=C(C(=C2F)F)F)F)F)F methyl 2-oxo-3-(2,2,7-trifluoro-3-oxo-6-(perfluorophenyl)-2,3-dihydro-4H-benzo[b][1,4]oxazin-4-yl)propanoate